2-(3-ethylsulfanyl-5,6,7,8-tetrahydroimidazo[1,2-a]pyridin-2-yl)-6-(trifluoromethyl)pyrazolo-[4,3-b]pyridine C(C)SC1=C(N=C2N1CCCC2)N2N=C1C(N=CC(=C1)C(F)(F)F)=C2